C(C1=CC=CC=C1)OC=1C=C2CC(N(C2=CC1)C1C(N(C(CC1)=O)C(=O)OC(C)(C)C)=O)=O Tert-Butyl 3-(5-(benzyloxy)-2-oxoindolin-1-yl)-2,6-dioxopiperidine-1-carboxylate